2-(3-(4-(7H-pyrrolo[2,3-d]pyrimidin-4-yl)-1H-pyrazol-1-yl)-1-(2-cyclopentylacetyl)azetidin-3-yl)acetonitrile N1=CN=C(C2=C1NC=C2)C=2C=NN(C2)C2(CN(C2)C(CC2CCCC2)=O)CC#N